O1C(CCCC1)OCC1=CC=C(CNC(OCC2=CC=CC=C2)=O)C=C1 benzyl (4-(((tetrahydro-2H-pyran-2-yl)oxy)methyl)benzyl)carbamate